COC1=C(OC=C1)/C=C/C(=O)OCC Ethyl (E)-3-(3-methoxyfuran-2-yl)acrylate